N1C(CCC2=CC=CN=C12)CCCCCOC1CN(C1)C(=O)OC(C)(C)C tert-butyl 3-(5-(1,2,3,4-tetrahydro-1,8-naphthyridin-2-yl)pentyloxy)azetidine-1-carboxylate